3-cyanobenzyl bromide C(#N)C=1C=C(CBr)C=CC1